N1(C(CNCC1)CCC(=O)O)CCC(=O)O piperazinebispropanoic acid